1H-pyrazol-4-yl-N-(1-cyanocyclopropyl)benzamide N1N=CC(=C1)C1=C(C(=O)NC2(CC2)C#N)C=CC=C1